tert-butyl 4-(7-methoxy-2-oxo-1,2,4,5-tetrahydro-benzo[d][1,3]diazepin-3-yl)-piperidine-1-carboxylate COC1=CC2=C(NC(N(CC2)C2CCN(CC2)C(=O)OC(C)(C)C)=O)C=C1